C=C1CSCC(CSC1)O 7-methylene-1,5-dithiacyclooctan-3-ol